4-hydroxycinnamaldehyde OC1=CC=C(C=CC=O)C=C1